methyl N-(2,6-dimethylphenyl)-D-alaninate (Methyl N-(2,6-dimethylphenyl)-D-alaninate) CN([C@H](C)C(=O)O)C1=C(C=CC=C1C)C.CC1=C(C(=CC=C1)C)N[C@H](C)C(=O)OC